C(C)N1C[C@@H](CCC1)NC1=NN=C(C=2CCCCC12)C1=C(C=C(C=C1)C(F)(F)F)NS(=O)(=O)C (R)-N-(2-(4-((1-Ethylpiperidin-3-yl)amino)-5,6,7,8-tetrahydrophthalazin-1-yl)-5-(trifluoromethyl)phenyl)methanesulfonamide